C(C)(C)(C)OCCCCCCN(C(C)(C)C)[SiH](C)C1C(=CC2=C(C=CC=C12)C1=CC=C(C=C1)C(C)(C)C)C (6-(tert-butoxy)hexyl)-N-(tert-butyl)-1-(4-(4-(tert-butyl)phenyl)-2-methyl-1H-inden-1-yl)-1-methylsilanylamine